O1C(CCCC1)N1C2=NC=NC(=C2N=C1)C1=CC=C(C=C1)C1CC(CC(C1)=O)=O 5-(4-(9-(tetrahydro-2H-pyran-2-yl)-9H-purin-6-yl)phenyl)cyclohexane-1,3-dione